C(=O)(O)C1=C(C(=O)OC2=CC=C(C=C2)C(C=CC2=CC=C(OC(=O)C3=C(C(=O)O)C=CC(=C3)C(=O)O)C=C2)=O)C=C(C=C1)C(=O)O 2-[4-[3-[4-(2,5-Dicarboxybenzoyl)oxyphenyl]-3-oxoprop-1-enyl]phenoxy]carbonylterephthalic acid